7-((3-Methyloxetan-3-yl)ethynyl)-5-(4,4,5,5-tetramethyl-1,3,2-dioxaborolan-2-yl)-1H-indazol-3-amine CC1(COC1)C#CC=1C=C(C=C2C(=NNC12)N)B1OC(C(O1)(C)C)(C)C